(E)-5-((4-(2-(2-thia-6-azaspiro[3.3]heptan-6-yl)ethoxy)-2-chlorobenzylidene)amino)-N-benzyl-6-(1-methylcyclopropoxy)pyrimidin-4-amine C1SCC12CN(C2)CCOC2=CC(=C(\C=N\C=1C(=NC=NC1OC1(CC1)C)NCC1=CC=CC=C1)C=C2)Cl